nickel bis-(2,6-diisopropylphenyl)succinimide bromide [Br-].C(C)(C)C1=C(C(=CC=C1)C(C)C)C1C(C(=O)NC1=O)C1=C(C=CC=C1C(C)C)C(C)C.[Ni+2].[Br-]